piperazine-1,4-dicarboxylic acid 4-benzyl ester 1-tert-butyl ester C(C)(C)(C)OC(=O)N1CCN(CC1)C(=O)OCC1=CC=CC=C1